(4-fluoro-2-methoxyphenyl)methanamine FC1=CC(=C(C=C1)CN)OC